(3aR,5s,6aS)-N-[6-(1,3-dimethylpyrazol-4-yl)pyridazin-3-yl]-2-(tetrahydropyran-3-ylmethyl)-3,3a,4,5,6,6a-hexahydro-1H-cyclopenta[c]pyrrol-5-amine CN1N=C(C(=C1)C1=CC=C(N=N1)NC1C[C@@H]2[C@@H](CN(C2)CC2COCCC2)C1)C